1-{6-[trans-3-(5-amino-8-methoxy[1,2,4]triazolo[1,5-c]quinazolin-2-yl)cyclobutyl]pyridin-3-yl}-2-methylpropan-2-ol NC1=NC=2C=C(C=CC2C=2N1N=C(N2)[C@@H]2C[C@H](C2)C2=CC=C(C=N2)CC(C)(O)C)OC